3-((2-(trimethylsilyl)ethoxy)methoxy)tetrahydro-4H-thiopyran-4-one C[Si](CCOCOC1CSCCC1=O)(C)C